ClC1=CC=C2C(=CC=NC2=C1)NCCCCN N1-(7-chloroquinolin-4-yl)-butane-1,4-diamine